NC=1C=2CCCCC2N=C2C=CC(=CC12)C1=CC(=NC=C1)C1(CCC1)C(=O)N [4-(9-amino-5,6,7,8-tetrahydroacridin-2-yl)pyridin-2-yl]cyclobutanecarboxamide